NC=1NC(C=2N(C(N(C2N1)[C@@H]1O[C@@H](C[C@H]1O)CO)=O)CC1=CSC=C1)=O 2-Amino-9-((2R,3R,5S)-3-hydroxy-5-(hydroxymethyl)tetrahydrofuran-2-yl)-7-(thiophen-3-yl-methyl)-7,9-dihydro-1H-purine-6,8-dione